C(C)(C)OC1=C2C=CNC2=CC(=C1)OC(C)C 4,6-Diisopropoxyindole